[N-](S(=O)(=O)C(F)(F)F)S(=O)(=O)C(F)(F)F.C(C)N1CN(CC1)C 1-ethyl-3-Methylimidazoline bis(trifluoromethylsulfonyl)imide